6-Chloro-2-methyl-1-(2,2,2-trifluoroethyl)-1H-pyrrolo[3,2-c]pyridine ClC1=CC2=C(C=N1)C=C(N2CC(F)(F)F)C